[2H]C(=O)O[2H] FORMIC ACID-D2